ClC1=CC=2N(C=C1)C(=CN2)C2=CC=C(C(=O)OC)C=C2 methyl 4-(7-chloroimidazo[1,2-a]pyridin-3-yl)benzoate